1H-imidazole-4-carboxylate N1C=NC(=C1)C(=O)[O-]